N-isopropyl-N-methyl-4-(2-(2-(trifluoromethyl)phenyl)piperidin-1-yl)pyrido[2,3-d]pyrimidin-2-amine C(C)(C)N(C=1N=C(C2=C(N1)N=CC=C2)N2C(CCCC2)C2=C(C=CC=C2)C(F)(F)F)C